O=C1NC(CCC1N1C(C2=CC=C(C=C2C1=O)N1CC2(C1)CCN(CC2)C(=O)OC(C)(C)C)=O)=O tert-butyl 2-[2-(2,6-dioxopiperidin-3-yl)-1,3-dioxoisoindol-5-yl]-2,7-diazaspiro[3.5]nonane-7-carboxylate